1-propylpentylphosphine C(CC)C(CCCC)P